2-(6-chloroquinazolin-4-yl)acetamide ClC=1C=C2C(=NC=NC2=CC1)CC(=O)N